C(C)(C)(C)OC(=O)C1=CC=NC2=CC=C(C=C12)N1CC(CC1)(C)C 6-(3,3-Dimethylpyrrolidin-1-yl)quinoline-4-carboxylic acid tert-butyl ester